C1(=CC=CC=C1)C=1C=CC(=NC1)NCC1CN(CC1)C#N 3-(((5-Phenylpyridin-2-yl)amino)methyl)pyrrolidine-1-carbonitrile